4-(hydroxymethyl)tetrahydro-2H-Thiopyran 1,1-dioxide OCC1CCS(CC1)(=O)=O